ON1C(COCC1)=O hydroxymorpholone